(5-(Cyclobutylamino)-6-methylpyridin-2-yl)carbamic acid tert-butyl ester C(C)(C)(C)OC(NC1=NC(=C(C=C1)NC1CCC1)C)=O